3-bromo-6-(3-((tert-butyldimethylsilyl)oxy)propyl)pyrazolo[1,5-a]pyridine BrC=1C=NN2C1C=CC(=C2)CCCO[Si](C)(C)C(C)(C)C